C(CCC)C1=C(C(=C(S1)C=1SC(=CC1)CCCCCC)CCCC)CCCC Tributyl-(5'-hexyl-[2,2'-bithiophene])